5-benzyl-2-{3-[(2,6-dichlorophenoxy)methyl]-4-methoxybenzamido}thiophene-3-carboxamide C(C1=CC=CC=C1)C1=CC(=C(S1)NC(C1=CC(=C(C=C1)OC)COC1=C(C=CC=C1Cl)Cl)=O)C(=O)N